BrC=1C(=CC(N(C1)[C@H](C(=O)N[C@@H](CC(=O)OCC)C=1C=C(C=C(C1F)C1CC1)C1=C(C=C(C=C1C)F)CCCCC=C)CC=C)=O)C Ethyl (S)-3-((S)-2-(5-bromo-4-methyl-2-oxopyridin-1(2H)-yl)pent-4-enamido)-3-(5-cyclopropyl-4,4'-difluoro-2'-(hex-5-en-1-yl)-6'-methyl-[1,1'-biphenyl]-3-yl)propanoate